BrC=1C(=NN2C1C(=NC=C2)N)I 3-bromo-2-iodopyrazolo[1,5-a]pyrazin-4-amine